Cl.CCC(CC)OC(=O)N1N=C(C2=CC(=CC=C12)C1=C(C=CC(=C1)C#N)Cl)NC(=O)[C@H]1CNCCC1 5-(2-chloro-5-cyanophenyl)-3-{[(3R)-piperidin-3-ylcarbonyl]amino}-1H-indazole-1-carboxylic acid pent-3-yl ester hydrochloride